1-octylnonyl 6-(2-hydroxyethylamino)hexanoate OCCNCCCCCC(=O)OC(CCCCCCCC)CCCCCCCC